(S)-N-(7-(3-hydroxy-3-methylbut-1-yn-1-yl)-5-methyl-4-oxo-2,3,4,5-tetrahydrobenzo[b][1,4]oxazepin-3-yl)-4-(pyridin-3-yloxy)picolinamide OC(C#CC1=CC2=C(OC[C@@H](C(N2C)=O)NC(C2=NC=CC(=C2)OC=2C=NC=CC2)=O)C=C1)(C)C